FC(CN1N=CC=2C1=NC(=CN2)NC2CC1(CN(C1)C=1C=NC(=CC1)C(F)(F)F)CC2)F N-[1-(2,2-difluoroethyl)-1H-pyrazolo[3,4-b]pyrazin-6-yl]-2-[6-(trifluoromethyl)pyridin-3-yl]-2-azaspiro[3.4]octan-6-amine